FC(C(C(F)(F)F)(C1=CC=C(C=C1)C1=CC=C(C=C1)C1(N=NC=CC=C1)C(F)(F)F)C1=CC=C(C=C1)C1=CC=C(C=C1)C1(N=NC=CC=C1)C(F)(F)F)(F)F 3,3'-((perfluoropropane-2,2-diyl)bis([1,1'-biphenyl]-4',4-diyl))bis(3-(trifluoromethyl)-3H-diazepine)